The molecule is an organochlorine compound that is dichloro-substituted acetamide containing a nitrobenzene ring, an amide bond and two alcohol functions. It has a role as an antimicrobial agent, an antibacterial drug, a protein synthesis inhibitor, an Escherichia coli metabolite and a Mycoplasma genitalium metabolite. It is an organochlorine compound, a diol, a C-nitro compound and a carboxamide. C1=CC(=CC=C1[C@H]([C@@H](CO)NC(=O)C(Cl)Cl)O)[N+](=O)[O-]